(2S,3S)-3-Methyl-2-phenylacetylamino-pentanoic acid C[C@H]([C@@H](C(=O)O)NC(CC1=CC=CC=C1)=O)CC